C(#N)CC(=O)NC=1C=C2C(C=C(OC2=C(C1)C(C)NC1=CC(=CC(=C1)F)F)N1CCOCC1)=O 2-cyano-N-(8-(1-((3,5-difluorophenyl)amino)ethyl)-2-morpholino-4-oxo-4H-chromen-6-yl)acetamide